BrC1=NC=CC(=C1)C#CC(C)(O)C 4-(2-bromopyridin-4-yl)-2-methyl-3-butyn-2-ol